4-ethyl-cyclohexyl-phenyl-2,3-difluorophenetole C(C)C1CCC(CC1)C=1C(=C(C(=C(C1)OCC)F)F)C1=CC=CC=C1